1-(2-chloro-4,6-difluorophenyl)-7-[(3R,4R)-3,4-dihydroxypyrrolidin-1-yl]-6-fluoro-4-oxo-N-(2,2,2-trifluoroethyl)-1,4-dihydro-1,8-naphthyridine-3-carboxamide ClC1=C(C(=CC(=C1)F)F)N1C=C(C(C2=CC(=C(N=C12)N1C[C@H]([C@@H](C1)O)O)F)=O)C(=O)NCC(F)(F)F